ethyl 3-(4-fluoro-1H-pyrazol-1-yl)-2-hydroxypropionate FC=1C=NN(C1)CC(C(=O)OCC)O